CC1=NC(=CC(=N1)NC1=NN2C(C=C(C=C2)C2=C(C=NC(=C2)OCC(F)(F)F)OCC(C#N)(C)C)=C1)C 3-[[4-[2-[(2,6-dimethylpyrimidin-4-yl)amino]pyrazolo[1,5-a]pyridin-5-yl]-6-(2,2,2-trifluoroethoxy)-3-pyridyl]oxy]-2,2-dimethyl-propanenitrile